[Si](C1=CC=CC=C1)(C1=CC=CC=C1)(C(C)(C)C)O[C@H](CS(=O)(=O)N)C=C (S)-2-((TERT-BUTYLDIPHENYLSILYL)OXY)BUT-3-ENE-1-SULFONAMIDE